CC1(N(CC1)C(=O)OC1CC(C1)C1=CC(=NN1)NC(COC1=C(C(=CC(=C1)OC)OC)C=O)=O)C (1s,3s)-3-(3-(2-(2-formyl-3,5-dimethoxyphenoxy)acetamido)-1H-pyrazol-5-yl)cyclobutyl 2,2-dimethylazetidine-1-carboxylate